ClC1=NC(=CC(=C1)C1OCCN(C1)C(C=C)=O)Cl (2-(2,6-dichloropyridin-4-yl)morpholino)prop-2-en-1-one